ClC1=NC(=CC(=C1)C(C1CCC(CC1)NC(CCN1CCCC1)=O)(F)F)Cl N-[4-[(2,6-dichloro-4-pyridyl)-difluoro-methyl]cyclohexyl]-3-pyrrolidin-1-yl-propanamide